BrC=1C=C(N(N1)C(CNC(=O)OC(C)(C)C)C1CCC1)C(=O)OC methyl 5-bromo-2-[2-(tert-butoxycarbonylamino)-1-cyclobutyl-ethyl]pyrazole-3-carboxylate